[C@H]1([C@H](O)[C@@H](O)[C@@H](O)[C@H](O1)CO)N[C@@H](CO)C(=O)O α-D-galactopyranosyl-L-serine